P(=O)(O)([O-])[O-].[NH4+].[NH4+] (diammonium) hydrogen phosphate